2,4,4-trimethyl-pentyl 1,1,3,3-tetramethyl-butyl ether CC(CC(C)(C)C)(C)OCC(CC(C)(C)C)C